BrC=1C=C2C(=CNC2=CC1)NC(=O)C1CCC1 N-(5-bromo-1H-indol-3-yl)cyclobutanecarboxamide